N1=NN(C2=NC=CC=C21)C2=CC(=C(C(=O)N([C@H]1CNCCC1)C1=NC=CC3=C1C=C(S3)C3=NN(C=C3)CCO)C=C2)F (R)-4-(3H-[1,2,3]triazolo[4,5-b]pyridin-3-yl)-2-fluoro-N-(2-(1-(2-hydroxyethyl)-1H-pyrazol-3-yl)thieno[3,2-c]pyridin-4-yl)-N-(piperidin-3-yl)benzamide